N',N''-methylenetetrahydrofolic acid C1NC2=NC=3NCC(CN1C1=CC=C(C(N[C@@H](CCC(=O)O)C(=O)O)=O)C=C1)NC3C(N2)=O